ClC1=C(OCC2=CC=C(O2)CN2CCN(CC2)CC2=NC3=C(N2CC2=CN=CN2CC)C=C(C=C3)C(=O)O)C=CC(=C1)Cl 2-{[4-({5-[(2,4-dichlorophenoxy)methyl]furan-2-yl}methyl)piperazin-1-yl]methyl}-1-[(1-ethyl-1H-imidazol-5-yl)methyl]-1H-1,3-benzodiazole-6-carboxylic acid